monooctyl maleate C(\C=C/C(=O)[O-])(=O)OCCCCCCCC